[Na+].[Na+].C1(O)=C(O)C(=CC(=C1)S(=O)(=O)[O-])S(=O)(=O)[O-] catechol-3,5-disulfonic acid disodium salt